CN(C(OC(C)(C)C)=O)CC1=NN(C(C1)=O)CC1CC(CCC1)C tert-Butyl methyl({1-[(3-methylcyclohexyl)methyl]-5-oxo-4,5-dihydro-1H-pyrazol-3-yl}methyl)carbamate